2-deutero-6-nitro-1,3-benzothiazole [2H]C=1SC2=C(N1)C=CC(=C2)[N+](=O)[O-]